iodonium, sulfonium salt [SH3+].[IH2+]